3-[3-(morpholin-4-ylcarbonyl)-phenyl]-3-[4-(7H-pyrrolo[2,3-d]-pyrimidin-4-yl)-1H-pyrazol-1-yl]-propanenitrile trifluoroacetate FC(C(=O)O)(F)F.N1(CCOCC1)C(=O)C=1C=C(C=CC1)C(CC#N)N1N=CC(=C1)C=1C2=C(N=CN1)NC=C2